8-chloro-2-[4-methyl-2-[2-(sulfamoylamino)ethoxy]phenyl]-4-oxo-chromene ClC=1C=CC=C2C(C=C(OC12)C1=C(C=C(C=C1)C)OCCNS(N)(=O)=O)=O